O[C@@H]1[C@@H](CN(CC1)C1=CC(N(C2=CC=C(N=C12)C#N)C)=O)C |r| (+/-)-4-(cis-4-hydroxy-3-methylpiperidin-1-yl)-6-cyano-1-methyl-1,5-naphthyridin-2(1H)-one